FC(C1=CC=CC=2N=C(COC21)N)(F)F 8-(trifluoromethyl)-2H-1,4-benzoOxazin-3-amine